(1R,2R)-2-formylpropane-1-carboxylic acid ethyl ester C(C)OC(=O)C[C@@H](C)C=O